Z-butyl-4-hydroxybenzylmalonate C(CCC)OC(C(C(=O)[O-])CC1=CC=C(C=C1)O)=O